4-dimethylamino-4'-nitroazobenzene CN(C1=CC=C(C=C1)N=NC1=CC=C(C=C1)[N+](=O)[O-])C